4-acetyl-N,7-dibenzyl-1-isobutyloctahydro-6H-3,6-methanopyrrolo[3,2-c]pyridine-6-carboxamide C(C)(=O)C1NC2(C(C3C1C(CN3CC(C)C)C2)CC2=CC=CC=C2)C(=O)NCC2=CC=CC=C2